4-bromo-N-(4-bromo-3-fluoro-phenyl)-2-fluoro-benzamide BrC1=CC(=C(C(=O)NC2=CC(=C(C=C2)Br)F)C=C1)F